Trans-N-((2,3-dihydrobenzo[b](1,4)dioxin-6-yl)methyl)-2-phenylcyclopropan-1-amine O1C2=C(OCC1)C=C(C=C2)CN[C@H]2[C@@H](C2)C2=CC=CC=C2